FC=1C=C(C=NC1N1C=NC(=C1)C(C(F)(F)F)=O)NC(CN1N=C(C=C1C)C(F)(F)F)=O N-(5-fluoro-6-(4-(2,2,2-trifluoroacetyl)-1H-imidazol-1-yl)pyridin-3-yl)-2-(5-methyl-3-(trifluoromethyl)-1H-pyrazol-1-yl)acetamide